C(C)C1=CC=NC=N1 6-ethylpyrimidine